C(C)OC1=C(C=CC=C1)NC(=O)C1=NN2C(N=CC=C2C2=CC=C(C=C2)F)=C1 N-(2-ethoxyphenyl)-7-(4-fluorophenyl)pyrazolo[1,5-a]pyrimidine-2-carboxamide